F\C=C(\C(F)(F)F)/F Z-1,2,3,3,3-pentafluoropropene